tert-butyl 4-(6-bromopyridin-2-yl)-5,6-dihydropyridine-1(2H)-carboxylate BrC1=CC=CC(=N1)C1=CCN(CC1)C(=O)OC(C)(C)C